(3S,4S)-8-(8-imidazo[1,2-a]pyridin-7-yl-7-methyl-imidazo[1,2-c]pyrimidin-5-yl)-3-methyl-2-oxa-8-azaspiro[4.5]decan-4-amine N=1C=CN2C1C=C(C=C2)C=2C=1N(C(=NC2C)N2CCC3([C@@H]([C@@H](OC3)C)N)CC2)C=CN1